COC1=CC=C(CN2C=3N(C4=CC=CC=C4C2=O)C(=NN3)CN3CCN(CC3)C(CC3NCCC3)=O)C=C1 4-(4-methoxybenzyl)-1-((4-(2-pyrrolidineacetyl)piperazin-1-yl)methyl)-[1,2,4]triazolo[4,3-a]quinazolin-5(4H)-one